CC(C=C)(C)OC(\C=C\C1=CC(O)=C(O)C=C1)=O caffeic acid-1,1-dimethylallyl ester